FC(S(=O)(=O)OC1=CC(N(C=2N=C(N=CC21)NC2=C(C=CC=C2)OC)C2=CC(=CC=C2)OC)=O)(F)F 8-(3-methoxyphenyl)-2-((2-methoxyphenyl)amino)-7-oxo-7,8-dihydropyrido[2,3-d]pyrimidin-5-yl trifluoromethanesulfonate